2-hydroxymethyl-3,5,6-trimethylpyrazine OCC1=NC(=C(N=C1C)C)C